NC=1N(N=C2CN(CCC21)CC)C(=O)[C@H]2CCNC1=C(C=C(C=C21)F)C |o1:14| (S*)-(3-amino-6-ethyl-4,5,6,7-tetrahydropyrazolo[3,4-c]pyridin-2-yl)(6-fluoro-8-methyl-1,2,3,4-tetrahydroquinolin-4-yl)methanone